ClC=1C(=C(C=CC1)NC1C2=C(C=3N(CC1)N=NC3C)C=CC(=C2)C=2CCN(CC2)C(=O)OC(C)(C)C)F tert-butyl 4-(7-((3-chloro-2-fluorophenyl)amino)-1-methyl-6,7-dihydro-5H-benzo[c][1,2,3]triazolo[1,5-a]azepin-9-yl)-3,6-dihydropyridine-1(2H)-carboxylate